Cl.BrC1=CC=C(C(=N1)NC(=O)[C@@H]1[C@@H]2C[C@@H]2CN1)C1CC1 (1R,2S,5S)-N-(6-bromo-3-cyclopropylpyridin-2-yl)-3-azabicyclo[3.1.0]Hexane-2-carboxamide hydrochloride